BrC1=C(C=CC=C1)C=1N=C(OC1)C1=CC2=C(N(N=N2)C(C)C)C=C1 5-[4-(2-bromophenyl)-1,3-oxazol-2-yl]-1-(propan-2-yl)-1H-1,2,3-benzotriazole